Cl.Cl.C(C)OC(=O)C=1C=CC=NC1 Pyridine-5-carboxylic acid ethyl ester dihydrochloride